C1(=C(C=CC=C1)OC=1C=CC=C(C=O)C1)C 5-(o-tolyloxy)benzaldehyde